(2S,4R)-1-[2-(6-ethoxy-5-methylpyridin-3-yl)acetyl]-4-fluoro-N-[(S)-[6-fluoro-5-(propan-2-yl)pyridin-2-yl](phenyl)methyl]pyrrolidine-2-carboxamide C(C)OC1=C(C=C(C=N1)CC(=O)N1[C@@H](C[C@H](C1)F)C(=O)N[C@@H](C1=CC=CC=C1)C1=NC(=C(C=C1)C(C)C)F)C